N(=[N+]=[N-])C(C)(C)C1=C2C=C(N=CC2=C(C=C1)Cl)NC1=CC=C2C(=N1)CC(OC2=O)(C)C ((5-(2-azidopropan-2-yl)-8-chloroisoquinolin-3-yl)amino)-7,7-dimethyl-7,8-dihydro-5H-pyrano[4,3-b]pyridin-5-one